ClC1=NC=NC2=C1N(C=1C=CC(=CC21)[C@H](C)N2CCN(CC2)C)CC(F)(F)F (S)-4-chloro-8-(1-(4-methylpiperazin-1-yl)ethyl)-5-(2,2,2-trifluoroethyl)-5H-pyrimido[5,4-b]indole